C(CC)N(CCC)C1=CC=C(C=C1)B1OC(C)(C)C(C)(C)O1 4-(N,N-dipropylamino)phenylboronic acid pinacol ester